CC(C)(C)[S-] 2-methyl-2-propanethiolate